CC(C)(C)C=1C=C(C=C(C1O)C(C)(C)C)CN1C(N(C(N(C1=O)CC1=CC(=C(C(=C1)C(C)(C)C)O)C(C)(C)C)=O)CC1=CC(=C(C(=C1)C(C)(C)C)O)C(C)(C)C)=O 1,3,5-tris[{3,5-bis(1,1-dimethylethyl)-4-hydroxyphenyl}methyl]-1,3,5-triazine-2,4,6(1h,3h,5h)-trione